3-methylbutan-1,3-diol CC(CCO)(C)O